C(C)NCCCCCCNCC N,N'-bis-ethyl-1,6-hexane-diamine